ClC1=C(C=CC=C1Cl)C=1N=CC=C2C1SC(=C2N(C)C)C(=O)N[C@H]2CCOC1=CC=CC=C21 7-(2,3-Dichlorophenyl)-N-[(4S)-3,4-dihydro-2H-chromen-4-yl]-3-(dimethylamino)thieno[2,3-c]pyridine-2-carboxamide